2-[2-[2-(2-azidoethoxy)ethoxy]ethoxy]acetic acid N(=[N+]=[N-])CCOCCOCCOCC(=O)O